COC([C@H]1N(CCC1)C([C@@H](NC(=O)OC(C)(C)C)C(C)C)=O)=O N-(N-tert-butyloxycarbonyl-L-valinyl)-L-proline methyl ester